α-methyl-2-naphthyl-D-alanine CC(NC1=CC2=CC=CC=C2C=C1)(C)C(=O)O